COC=1C(=NC(=NC1)N1CCNCC1)C=1C=NC2=CC=CC=C2C1 3-(5-methoxy-2-(piperazin-1-yl)pyrimidin-4-yl)quinoline